1-(dimethylamino)-3-(2-(3-methoxyphenethyl) phenoxy)propan-2-yl (2-(nitrooxy)ethyl) succinate C(CCC(=O)OCCO[N+](=O)[O-])(=O)OC(CN(C)C)COC1=C(C=CC=C1)CCC1=CC(=CC=C1)OC